2,3-Disilabutane C[SiH2][SiH2]C